3,6-dimethyl-10-phenoxy-1,2,3,4,5,6-hexahydroazepino[4,5-b]indole CN1CCC=2N(C=3C=CC=C(C3C2CC1)OC1=CC=CC=C1)C